FC(C(=O)O)(F)F.NC1=NN2C(N=CC=C2)=C1C(=O)NC(C)C=1C=C(C=2N(C1N1CC(CC1)O)C=NC2)Cl 2-Amino-N-{1-[8-chloro-5-(3-hydroxypyrrolidin-1-yl)imidazo[1,5-a]pyridin-6-yl]ethyl}pyrazolo[1,5-a]pyrimidine-3-carboxamide trifluoroacetate salt